C(C)(C)(C)C1=NN=C(O1)C(=O)NC1CN(CCC2=C1C=CC(=C2)C2=NC(=NC=C2)NC=2C=NN(C2)C)CCO 5-(tert-butyl)-N-(3-(2-hydroxyethyl)-7-(2-((1-methyl-1H-pyrazol-4-yl)amino)pyrimidin-4-yl)-2,3,4,5-tetrahydro-1H-benzo[d]azepin-1-yl)-1,3,4-oxadiazole-2-carboxamide